NC1=C(C=C(C(=C1)F)C(F)(F)F)O 2-amino-4-fluoro-5-(trifluoromethyl)phenol